5-chloro-2-hydroxy-3-(5-(2-methylbenzyl)thiophene-2-carbonyl)-1H-indole-1-carboxamide ClC=1C=C2C(=C(N(C2=CC1)C(=O)N)O)C(=O)C=1SC(=CC1)CC1=C(C=CC=C1)C